1-(3-fluorobenzyl)-1H-1,2,3-triazole FC=1C=C(CN2N=NC=C2)C=CC1